methyl 3-bromo-1-(1-((tert-butoxycarbonyl)amino)-3,3-dimethylbutan-2-yl)-1H-pyrazole-5-carboxylate BrC1=NN(C(=C1)C(=O)OC)C(CNC(=O)OC(C)(C)C)C(C)(C)C